N-ethyl-N-(n-butyl)amide C(C)[N-]CCCC